NC1=CC=C(C=C1)N1CCC2(CCN(CC2)C2CCN(CC2)C=2C=C3C(N(C(C3=CC2)=O)C2C(NC(CC2)=O)=O)=O)CC1 5-[4-[9-(4-aminophenyl)-3,9-diazaspiro[5.5]undecan-3-yl]-1-piperidyl]-2-(2,6-dioxo-3-piperidyl)isoindoline-1,3-dione